[N+](=O)([O-])C1=CC=C(\C=C/2\C(CCCC2)=O)C=C1 2-(E)-(4-nitrobenzylidene)-1-cyclohexanone